C(C)(C)(C)C1=C(C(=CC=C1)C(C)(C)C)O L-2,6-di-t-butylphenol